C(=O)C1=C(OCC2=CC(=C(C(=O)N)C=C2)O)C=CC=C1 4-((2-formylphenoxy)methyl)-2-hydroxybenzamide